COC(=O)C=1NS(C2=C(C1)C=CC=C2)(=O)=O 1H-1,2-benzothiazine-3-carboxylic acid methyl ester-1,1-dioxide